CN1C[C@H]([C@@H](CC1)NC=1N=C(C(=NC1CC1=CC=C(C=C1)F)C(=O)N)C)C 5-((trans-1,3-dimethylpiperidin-4-yl)amino)-6-(4-fluorobenzyl)-3-methylpyrazine-2-carboxamide